The molecule is a cobalt-corrinoid heptacarboxylic acid with 8 methyl groups at positions 1, 2, 5, 7, 12, 15, 17; -CH2COOH groups at positions 2, 7, 18; -CH2CH2COOH groups at positions 3, 8, 13, 17; and divalent cobalt centred among the four nitrogens. It is a part of the vitamin B12 structure. It is a cobalt-corrinoid heptacarboxylic acid and a cobyrinic acid. It derives from a hydrogenobyrinic acid. It is a conjugate acid of a cob(II)yrinate(6-). C/C/1=C/2\\[C@@]([C@@H](C(=N2)/C=C\\3/C([C@@H](C(=N3)/C(=C\\4/[C@]([C@H]([C@@H]([N-]4)[C@]5([C@@]([C@@H](C1=N5)CCC(=O)O)(C)CC(=O)O)C)CC(=O)O)(C)CCC(=O)O)/C)CCC(=O)O)(C)C)CCC(=O)O)(C)CC(=O)O.[Co+2]